N-(5-cyclopropyl-1H-pyrazol-3-yl)-2-(6-(6-(quinolin-3-ylmethyl)-3,6-diazabicyclo[3.1.1]heptan-3-yl)pyridin-3-yl)quinazolin-4-amine C1(CC1)C1=CC(=NN1)NC1=NC(=NC2=CC=CC=C12)C=1C=NC(=CC1)N1CC2N(C(C1)C2)CC=2C=NC1=CC=CC=C1C2